ClC1=CC(=C(C(=O)O)C=C1)NC(=O)C=1C=C2C(N(C(C2=CC1)=O)C1=CC(=CC=C1)[N+](=O)[O-])=O 4-chloro-2-((2-(3-nitrophenyl)-1,3-dioxo-2,3-dihydro-1H-isoindole-5-carbonyl)-amino)-benzoic acid